OCC([C@H]1CC[C@H]2[C@@H]3CCC4=CC(C=C[C@]4(C)[C@H]3CC[C@]12C)=O)C 21-hydroxy-20-methylpregna-1,4-dien-3-one